Methyl 2-(1-cyclobutyl-1H-pyrazol-4-yl)-5-nitrobenzoate C1(CCC1)N1N=CC(=C1)C1=C(C(=O)OC)C=C(C=C1)[N+](=O)[O-]